ClC1=C(C=CC=C1Cl)NCC1=NC(=NC=C1)SC (2,3-dichlorophenyl)(2-(methylthio)pyrimidin-4-yl)methylamine